ClC1=CC=C2[C@@]3(C(N(C2=C1)C1=CC=NC=C1)=O)CC1=CC=C(C=C1C3)C(=O)O 6'-chloro-2'-oxo-r-(pyridin-4-yl)-1,3-dihydrospiro[indene-2,3'-indoline]-5-carboxylic acid